C(C(C)(C)C)(=O)OCN1C=CC2=C1N=C(N=C2OC2=CC(=CC=C2)N)Cl (4-(3-aminophenoxy)-2-chloro-7H-pyrrolo[2,3-d]pyrimidin-7-yl)methyl Pivalate